CC=1C(=C(C=CC1OCCCC)O)C dimethyl-4-butoxyphenol